(1s,2s,5r)-5-((tert-butyldimethylsilyl)oxy)-2-methylcyclohexane-1-carboxylic acid ethyl ester C(C)OC(=O)[C@@H]1[C@H](CC[C@H](C1)O[Si](C)(C)C(C)(C)C)C